1-(4-(6-hydroxypyridin-2-yl)piperazin-1-yl)ethan-1-one OC1=CC=CC(=N1)N1CCN(CC1)C(C)=O